N-[N-[(S)-1,3-dicarboxypropyl]carbamoyl]-4-[18F]-fluorobenzyl-L-cysteine C(=O)(O)[C@H](CCC(=O)O)NC(=O)N([C@@H](CS)C(=O)O)CC1=CC=C(C=C1)[18F]